ClC=1C=C(C=2C[C@H](CC2C1)NC1=NC=C(C=N1)C1=NC(=NO1)C)C#N (S)-6-chloro-2-((5-(3-methyl-1,2,4-oxadiazol-5-yl)pyrimidin-2-yl)amino)-2,3-dihydro-1H-indene-4-carbonitrile